decandienal C(C=CC=CCCCCC)=O